[C@@H]1([C@H](O)[C@@H](O)[C@@H](O)[C@H](O1)CO)OC(CN1CCN(CCN(CCN(CC1)CC(=O)O)CC(=O)O)CC(=O)O)C 1-(2-(β-Galactopyranosyloxy)propyl)-4,7,10-tris(carboxymethyl)-1,4,7,10-tetraazacyclododecane